(RS)-5-[2-(difluoromethyl)-4-[(3-fluoropyrrolidin-3-yl)methoxy]pyrazol-3-yl]-N-(2,6-dimethylpyrimidin-4-yl)pyrazolo[1,5-a]pyridin-2-amine FC(N1N=CC(=C1C1=CC=2N(C=C1)N=C(C2)NC2=NC(=NC(=C2)C)C)OC[C@@]2(CNCC2)F)F |r|